9-bromo-16beta-methylpregna-1,4-diene Br[C@@]12[C@]3(C=CCC=C3CC[C@H]1[C@@H]1C[C@@H]([C@H](CC)[C@]1(CC2)C)C)C